N-CYCLOHEXYL-2-BENZOTHIAZOLYL-SULFENAMIDE methyl-6-(3-(3-fluoro-4-(2-(pyridin-3-yl)acetamido)phenoxy)azetidin-1-yl)-[1,1'-biphenyl]-2-carboxylate COC(=O)C=1C(=C(C=CC1)N1CC(C1)OC1=CC(=C(C=C1)NC(CC=1C=NC=CC1)=O)F)C1=CC=CC=C1.C1(CCCCC1)NSC=1SC2=C(N1)C=CC=C2